C(C)(C)(C)S(=O)NC(C1CC(N(C1)COCC[Si](C)(C)C)C(=O)O)C1=NC=CC=C1 4-[(tert-butylsulfinylamino)(2-pyridyl)methyl]-1-{[2-(trimethylsilyl)-ethoxy]methyl}-2-pyrrolidinecarboxylic acid